ClC1=C(C=C(C=C1)C[C@@H](C(=O)O)F)F (αS)-4-chloro-α,3-difluoro-benzenepropanoic acid